2-imino-6-methyl-hexahydropyrimidin-4-one N=C1NC(CC(N1)=O)C